NC1=C(C=2C(=NC(=C(N2)C)C)N1C1=C(C(=CC=C1C)O)C)C(=O)C=1NC2=CC=CC=C2C1 (S)-(6-amino-5-(3-hydroxy-2,6-dimethylphenyl)-2,3-dimethyl-5H-pyrrolo[2,3-b]pyrazin-7-yl)(1H-indol-2-yl)methanone